trans-N-((trans-4-(6-Cyano-5-methoxypyridin-2-yl)cyclohexyl)methyl)-N-(4-(1-cyclopropyl-1H-pyrazol-4-yl)pyridin-2-yl)-4-hydroxycyclohexanecarboxamide C(#N)C1=C(C=CC(=N1)[C@@H]1CC[C@H](CC1)CN(C(=O)[C@@H]1CC[C@H](CC1)O)C1=NC=CC(=C1)C=1C=NN(C1)C1CC1)OC